N1=C(C=C1)C(=O)OC=C.C=C Ethylen Vinyl Azetat